pivaloyl-L-phenylalanyl-D-leucine methyl ester COC([C@H](NC([C@@H](NC(C(C)(C)C)=O)CC1=CC=CC=C1)=O)CC(C)C)=O